ClC=1C(=NC=CC1)OCC(C(=O)NC1CCN(CC1)C)(C)C 3-((3-chloropyridin-2-yl)oxy)-2,2-dimethyl-N-(1-methylpiperidin-4-yl)propanamide